tert-butyl 4-(6-nitro-3-pyridyl)-3,6-dihydro-2H-pyridine-1-carboxylate [N+](=O)([O-])C1=CC=C(C=N1)C=1CCN(CC1)C(=O)OC(C)(C)C